[Ru+2].ClC=1C(=C(C=CC1C)C(C)C)Cl dichloro(p-cymene) ruthenium (II)